(6-(Methyl(7H-pyrrolo[2,3-d]pyrimidin-4-yl)amino)-2-azaspiro[3.3]heptan-2-yl)(pyrazin-2-yl)methanon CN(C1CC2(CN(C2)C(=O)C2=NC=CN=C2)C1)C=1C2=C(N=CN1)NC=C2